FC1(CN(CCOC1)C(=O)OC(C)(C)C)F tert-butyl 6,6-difluoro-1,4-oxazepan-4-carboxylate